(1-methyl-4-piperidinyl)-pyrimido[5,4]pyrimidine-2,8-diamine dihydrochloride Cl.Cl.CN1CCC(CC1)C1=NC(=NC2=C1C=NCN2N)N